C1=CC=CC=2C3=CC=CC=C3C(C12)COC(=O)N([C@@H](CCC(N(C)C)=O)C(=O)O)C N2-(((9H-fluoren-9-yl)methoxy)carbonyl)-N2,N5,N5-trimethyl-L-glutamine